C(C1=CC=CC=C1)NS(=O)(=O)C1=CC(=C(C=C1)F)B1OC(C(O1)(C)C)(C)C N-benzyl-4-fluoro-3-(4,4,5,5-tetramethyl-1,3,2-dioxaborolan-2-yl)benzenesulfonamide